N1C(=NC2=C1C=CC=C2)[C@@H]2[C@H](C2)C(=O)NC2(CC2)C(=O)NC=2C=NC=C(C2)C(F)(F)F 1-((1S,2S)-2-(1H-Benzo[d]imidazol-2-yl)cyclopropane-1-carboxamido)-N-(5-(trifluoromethyl)pyridin-3-yl)cyclopropane-1-carboxamide